tert-butyl (S)-((5-(1-(((benzyloxy)carbonyl)amino)-2-(1H-indol-3-yl)ethyl)-1,3,4-oxadiazol-2-yl)methyl)carbamate C(C1=CC=CC=C1)OC(=O)N[C@@H](CC1=CNC2=CC=CC=C12)C1=NN=C(O1)CNC(OC(C)(C)C)=O